C12(CC3CC(CC(C1)C3)C2)C2=CC=C(C=C2)C2=NC(=NC(=N2)C2=CC=CC=C2)C2=CC=C(C=C2)B2OC(C(O2)(C)C)(C)C 2-(4-(adamantan-1-yl)phenyl)-4-phenyl-6-(4-(4,4,5,5-tetramethyl-1,3,2-dioxaborolan-2-yl)phenyl)-1,3,5-triazine